N1(CCNCC1)C(=O)OC1=C(C(=CC(=C1)CCCCC)O)[C@H]1[C@@H](CCC(=C1)C)C(=C)C (1'R,2'R)-6-hydroxy-5'-methyl-4-pentyl-2'-(prop-1-en-2-yl)-1',2',3',4'-tetrahydro-[1,1'-biphenyl]-2-yl piperazine-1-carboxylate